S(OC1=CC=C(C=C1)OCC1=CC=C(C=C1)Cl)(=O)(=O)F 4-((4-chlorobenzyl)oxy)phenyl sulfurofluoridate